OCCN(CCN(CC)CCO)CC bis(2-hydroxyethyl)-N,N'-diethylethylenediamine